2-((5-methoxy-4-((4-(1-methyl-1H-indol-3-yl)pyrimidin-2-yl)amino)-2-(pyrimidin-4-ylamino)phenyl)amino)ethan-1-ol COC=1C(=CC(=C(C1)NCCO)NC1=NC=NC=C1)NC1=NC=CC(=N1)C1=CN(C2=CC=CC=C12)C